BrC1=CC2=C(N=C(N=C2)NS(=O)(=O)C)N2C1=NCC2 N-(6-bromo-8,9-dihydroimidazo[1',2':1,6]pyrido[2,3-d]pyrimidin-2-yl)methanesulfonamide